N-(9,9-dimethylfluoren-2-yl)-4-biphenylamine CC1(C2=CC=CC=C2C=2C=CC(=CC12)NC1=CC=C(C=C1)C1=CC=CC=C1)C